FC1=C(C(=O)O)C=C(C=C1)C(F)(F)F fluoro-5-(trifluoromethyl)benzoic acid